CC1=C(C(=O)O)C(=CC(=C1)C(=O)O)C 2,6-dimethyl-terephthalic acid